N-(3-methyl-7-morpholino-3,4-dihydro-2H-1,4-benzoxazin-6-yl)pyrazolo[1,5-a]pyrimidine-3-carboxamide CC1COC2=C(N1)C=C(C(=C2)N2CCOCC2)NC(=O)C=2C=NN1C2N=CC=C1